CN1N=C(C=C1)C=1C=C(C=C(C1)C1=CC=CC=C1)CNC(C=C)=O N-((5-(1-methyl-1H-pyrazol-3-yl)-[1,1'-biphenyl]-3-yl)methyl)acrylamide